C(C)NC(=O)C1=NOC(=C1C1=CC=C(C=C1)CN1CCOCC1)C=1C=C(C(=CC1O)O)C1=CC(=CC=C1)CC N-Ethyl-5-(3'-ethyl-4,6-dihydroxy-[1,1'-biphenyl]-3-yl)-4-(4-(morpholinomethyl)phenyl)isoxazole-3-carboxamide